NC=1C(=C2C(=NC1)N(C=C2)S(=O)(=O)C2=CC=C(C)C=C2)NC2(CC21CCNCC1)C#N ((5-amino-1-p-toluenesulfonyl-1H-pyrrolo[2,3-b]pyridin-4-yl)amino)-6-azaspiro[2.5]octane-1-carbonitrile